C(CCC)[C@@H]1CS(C2=C(N(C1)C1=CC=C(C=C1)F)C=C(C(=C2)O/C=C/C(=O)O)SCC)(=O)=O (S)-(E)-3-((3-butyl-7-(ethylthio)-5-(4-fluorophenyl)-1,1-dioxido-2,3,4,5-tetrahydro-1,5-benzothiazepin-8-yl)oxy)acrylic acid